1-(4-chlorobenzyl)-3-(6-((2-methyl-5-oxopyrrolidin-1-yl)methyl)spiro[3.3]hept-2-yl)urea ClC1=CC=C(CNC(=O)NC2CC3(C2)CC(C3)CN3C(CCC3=O)C)C=C1